4-[(3-chloro-4-fluoro-phenyl)amino]-6-[1-(tert-butoxycarbonyl)-piperidin-4-yloxy]-7-methoxy-quinazoline ClC=1C=C(C=CC1F)NC1=NC=NC2=CC(=C(C=C12)OC1CCN(CC1)C(=O)OC(C)(C)C)OC